FC(C(=O)O)(F)F.FC1(CC1)CN1C2CC(CC1CCC2)NC(=O)C2=C1N(C=3C=CC=CC23)CCC1 N-(9-((1-fluorocyclopropyl)methyl)-9-azabicyclo[3.3.1]nonan-3-yl)-2,3-dihydro-1H-pyrrolo[1,2-a]indole-9-carboxamide trifluoroacetate